C1(=CC=CC=C1)C=1C=CC2=CC=C3C=CC(=NC3=C2N1)C1=CC(=CC=C1)C1=NC2=C3N=C(C=CC3=CC=C2C=C1)C1=CC=CC=C1 1,3-bis(9-phenyl-1,10-phenanthrolin-2-yl)benzene